NC1=NC(=C(C=2N1C(N(N2)CCC2=NN=NN2C)=O)C2=CC(=NC(=C2)C)C)C2=CC=CC=C2 5-amino-8-(2,6-dimethyl-4-pyridyl)-2-[2-(1-methyltetrazol-5-yl)ethyl]-7-phenyl-[1,2,4]triazolo[4,3-c]pyrimidin-3-one